FC=1C=C(/C=C/C2=CC=C(N(C)C)C=C2)C=CC1F (E)-4-(3,4-difluorostyryl)-N,N-dimethylaniline